2-aminotriazole C1=NNC(=N1)N